N-(4-bromobenzyl)acetamide BrC1=CC=C(CNC(C)=O)C=C1